FC(CC=1N=C(SC1)CO)(F)F (4-(2,2,2-trifluoroethyl)thiazol-2-yl)methanol